C(C(C(C(CCCC)O)O)O)O 1,2,3,4-octanetetraol